N-(2-(4-ethyl-4,5-dihydrothiazol-2-yl)phenyl)-2-fluoronicotinamide C(C)C1N=C(SC1)C1=C(C=CC=C1)NC(C1=C(N=CC=C1)F)=O